C(C1=CC=CC=C1)OCC1=CC=C(C=C1)NC(C1=C(C=CC(=C1)C1=NC(=C(N=C1)C)NS(=O)(=O)C)C)=O N-(4-((benzyloxy)methyl)phenyl)-2-methyl-5-(5-methyl-6-(methylsulfonamido)-pyrazin-2-yl)benzamide